(5-(5-chloro-2-methoxypyridin-4-yl)-1H-pyrazole-3-carbonyl)-N-(5-methyltetrahydrofuran-3-yl)piperidine-4-carboxamide ClC=1C(=CC(=NC1)OC)C1=CC(=NN1)C(=O)N1CCC(CC1)C(=O)NC1COC(C1)C